5-((7-Methoxy-2-methyl-1H-imidazo[4,5-c][1,8]naphthyridin-1-yl)methyl)pyridine-2-sulfonamide COC=1C=CC=2C3=C(C=NC2N1)N=C(N3CC=3C=CC(=NC3)S(=O)(=O)N)C